NC1=CC(=NC=N1)NC1=CC(=C2N(C1=O)C(NC2=O)(C)C)C 6-((6-aminopyrimidin-4-yl)amino)-3,3,8-trimethyl-2,3-dihydroimidazo[1,5-a]pyridine-1,5-dione